(tosyloxy)-3,6,9,12,15-pentaoxaoctadecan-18-oate S(=O)(=O)(C1=CC=C(C)C=C1)OCCOCCOCCOCCOCCOCCC(=O)[O-]